C=CCCCCCCCCC alpha-undecene